(6-Bromo-4,4-dimethyl-3,4-dihydroisoquinolin-2(1H)-yl)(cyclopropyl)methanone BrC=1C=C2C(CN(CC2=CC1)C(=O)C1CC1)(C)C